Methyl (S)-2-(4-(6-((6-((cyanomethyl)carbamoyl)pyridin-3-yl)methoxy)pyridin-2-yl)-2,5-difluorobenzyl)-1-(oxetan-2-ylmethyl)-1H-benzo[d]imidazole-6-carboxylate C(#N)CNC(=O)C1=CC=C(C=N1)COC1=CC=CC(=N1)C1=CC(=C(CC2=NC3=C(N2C[C@H]2OCC2)C=C(C=C3)C(=O)OC)C=C1F)F